CN1C(=NC2=C1C=CC(=C2)[N+](=O)[O-])N2C[C@@H](CCC2)NC2=NC=C(C=N2)C(F)(F)F (R)-N-(1-(1-methyl-5-nitro-1H-benzo[d]imidazol-2-yl)piperidin-3-yl)-5-(trifluoromethyl)pyrimidin-2-amine